2-(1-(2-chloro-6-(trifluoromethyl)pyrimidin-4-yl)piperidin-4-yl)acetic acid methyl ester COC(CC1CCN(CC1)C1=NC(=NC(=C1)C(F)(F)F)Cl)=O